4-(3-fluorophenyl)-2-phenylbutyronitrile FC=1C=C(C=CC1)CCC(C#N)C1=CC=CC=C1